SCCC(=O)[O-].C(CCC)[Sn+2]CCCC.SCCC(=O)[O-] dibutyltin (3-mercaptopropionic acid) salt